(R)-2-((1-(3-cyano-2-(4-(4-cyanophenyl)piperazin-1-yl)-7-methyl-4-oxo-4H-pyrido[1,2-a]pyrimidin-9-yl)ethyl)amino)benzoic acid C(#N)C1=C(N=C2N(C1=O)C=C(C=C2[C@@H](C)NC2=C(C(=O)O)C=CC=C2)C)N2CCN(CC2)C2=CC=C(C=C2)C#N